methyl (S)-2-((4-(4-cyano-3-((4-cyano-2-fluorobenzyl) oxy)-1H-pyrazol-1-yl) piperidin-1-yl) methyl)-1-(oxetan-2-ylmethyl)-1H-benzo[d]imidazole-6-carboxylate C(#N)C=1C(=NN(C1)C1CCN(CC1)CC1=NC2=C(N1C[C@H]1OCC1)C=C(C=C2)C(=O)OC)OCC2=C(C=C(C=C2)C#N)F